[Si](C)(C)(C(C)(C)C)OC=1C(=CC=C2C=CNC12)Cl 7-((tert-butyldimethylsilyl)oxy)-6-chloro-1H-indole